[Na+].[Na+].C(CC(=O)[O-])(=O)[O-] Malonic Acid Disodium Salt